CC(C)OC1=NC=CC=C1C(=O)N [(propan-2-yl)oxy]pyridine-3-carboxamide